((3aR,6aS)-octahydrocyclopenta[C]pyrrol-5-yl)-L-proline methyl ester COC([C@H]1N(CCC1)C1C[C@@H]2[C@@H](CNC2)C1)=O